C(C)N1N=NC2=C1C=CC(=C2C)[C@H](C(C(=O)OCC2=CC=CC=C2)(C)C)C=2SC(=C(C2)CO)C (R)-benzyl 3-(1-ethyl-4-methyl-1H-benzo[d][1,2,3]triazol-5-yl)-3-(4-(hydroxymethyl)-5-methylthiophen-2-yl)-2,2-dimethylpropanoate